C(C)(C)(C)OC(=O)N1CC2=CC=C(C(=C2CC1CO)Cl)OC 5-chloro-3-(hydroxymethyl)-6-methoxy-3,4-dihydro-1H-isoquinoline-2-carboxylic acid tert-butyl ester